3-fluoro-4-(((7,8,9,10-tetrahydro-1,8-phenanthrolin-2-yl)oxy)methyl)benzonitrile FC=1C=C(C#N)C=CC1COC1=NC2=C3CCNCC3=CC=C2C=C1